C(CCCCCCC)(=O)O.C(CCCCCCC)(=O)O octanoic acid, octanoic acid salt